6-[6-[(2-amino-5-nitro-phenyl)carbamoyl]-7-[4-fluoro-2-(2-methoxyethoxy)phenyl]thieno[3,2-c]pyridin-4-yl]-3,4-dihydro-1H-isoquinoline-2-carboxylic acid tert-butyl ester C(C)(C)(C)OC(=O)N1CC2=CC=C(C=C2CC1)C1=NC(=C(C2=C1C=CS2)C2=C(C=C(C=C2)F)OCCOC)C(NC2=C(C=CC(=C2)[N+](=O)[O-])N)=O